(5R)-3,3-difluoro-5-(4-methyl-2-oxopyrrolidin-1-yl)piperidine-1-carboxylic acid tert-butyl ester C(C)(C)(C)OC(=O)N1CC(C[C@H](C1)N1C(CC(C1)C)=O)(F)F